7-bromo-2-methyl-2,5-dihydro-4H-pyrazolo[3,4-c]quinolin-4-one BrC=1C=CC=2C=3C(C(NC2C1)=O)=NN(C3)C